methyl (3Z)-3-{[(4-{methyl[(4-methylpiperazin-1-yl)acetyl]amino}phenyl)amino]-(phenyl)methylidene}-2-oxo-2,3-dihydro-1H-indole-6-carboxylate CN(C1=CC=C(C=C1)N\C(=C\1/C(NC2=CC(=CC=C12)C(=O)OC)=O)\C1=CC=CC=C1)C(CN1CCN(CC1)C)=O